C(C)(C)(C)OC(=O)N1[C@H](C[C@@H](CC1)N1C=NC2=CC(=CC(=C2C1=O)F)C=1C=C(C=2N(C1)C=C(N2)C)F)C trans-tert-butyl-4-(5-fluoro-7-{8-fluoro-2-methylimidazo[1,2-a]pyridin-6-yl}-4-oxoquinazolin-3-yl)-2-methylpiperidine-1-carboxylate